N-(4-methoxybenzyl)-2-(piperazin-1-yl)-8-(2,2,2-trifluoroethyl)pyrazolo[1,5-a][1,3,5]triazin-4-amine COC1=CC=C(CNC2=NC(=NC=3N2N=CC3CC(F)(F)F)N3CCNCC3)C=C1